[C@@H]1([C@H](O)[C@@H](O)[C@@H](O)CO1)OC(CN=C=S)C1=CC=CC=C1 2-(α-L-arabinopyranosyloxy)-2-phenylethyl isothiocyanate